(6-Chlorochroman-3-yl)-[1-[3-(dimethylamino)propyl]-6-(3-methoxy-1H-pyrazol-4-yl)indol-3-yl]methanone ClC=1C=C2CC(COC2=CC1)C(=O)C1=CN(C2=CC(=CC=C12)C=1C(=NNC1)OC)CCCN(C)C